FC=1C(=NC(=CC1)C=1C=NN(C1)C(C)C1=CC=C(C=C1)F)C1=CC=2N(C=C1)N=C(N2)N 7-(3-fluoro-6-(1-(1-(4-fluorophenyl)ethyl)-1H-pyrazol-4-yl)pyridin-2-yl)-[1,2,4]triazolo[1,5-a]pyridin-2-amine